4-Morpholinosulfonylbenzoic acid [3-(1-ethyl-8-oxo-spiro[6,7-dihydro-4H-pyrazolo[3,4-c]azepin-5,4'-tetrahydropyran]-3-yl)-2,2-dimethyl-propyl] ester C(C)N1N=C(C2=C1C(NCC1(CCOCC1)C2)=O)CC(COC(C2=CC=C(C=C2)S(=O)(=O)N2CCOCC2)=O)(C)C